COCCOC1=CC=C(C=C1)C=1C=CC=NC1 5-(4-(2-methoxyethoxy)phenyl)pyridin